NC=1C=2N(C3=CC(=CC=C3N1)C(=O)N(CC=1N=NC(=CC1)OC(F)(F)F)CC1CC1)C=NC2 4-amino-N-(cyclopropylmethyl)-N-((6-(trifluoromethoxy)pyridazin-3-yl)methyl)imidazo[1,5-a]quinoxaline-8-carboxamide